1-(1H-1,2,4-triazol-1-yl)-2,3-butanediol N1(N=CN=C1)CC(C(C)O)O